CC1=NC2=CC(=C(C=C2C=C1)C(=O)O)C 2,7-Dimethyl-quinoline-6-carboxylic acid